dimethyl-2,2'-diaminobiphenyl CC1=C(C(=C(C=C1)C1=C(C=CC=C1)N)N)C